(S) or (R)-ethyl 3-[[1-[3-[(2,2-difluoro-1,3-benzodioxol-5-yl)-methyl-carbamoyl]phenyl]-3-(trifluoromethyl)-4,5,6,7-tetrahydroindazol-7-yl]oxy]benzoate FC1(OC2=C(O1)C=CC(=C2)N(C(=O)C=2C=C(C=CC2)N2N=C(C=1CCC[C@@H](C21)OC=2C=C(C(=O)OCC)C=CC2)C(F)(F)F)C)F |o1:26|